C(C)C1=C(C(=O)O)C=C(C(=C1O)O)O.C(C1=CC(O)=C(O)C(O)=C1)(=O)OCC ethyl gallate ETHYL-GALLATE